4-((((1R,3s,5S)-8-((4-(difluoromethoxy)phenyl)sulfonyl)-8-azabicyclo[3.2.1]oct-3-yl)amino)methyl)tetrahydro-2H-pyran-4-ol FC(OC1=CC=C(C=C1)S(=O)(=O)N1[C@H]2CC(C[C@@H]1CC2)NCC2(CCOCC2)O)F